CN1C=C(C=CC1=O)C(=O)NC1=NC=C(C=C1)CC1=CC=C(C=C1)C(F)(F)F 1-methyl-6-oxo-N-(5-(4-(trifluoromethyl)benzyl)pyridin-2-yl)-1,6-dihydropyridine-3-carboxamide